FC1=CC2=C(C3=C(O2)C(=CC=C3)C3=NC=CC(=C3)C(C)(C)[2H])C=C1 2-(7-fluorodibenzo[B,d]furan-4-yl)-4-(propan-2-yl-2-d)pyridine